4-phenyl-2,3-dihydropyridazin-3-one hydrochloride Cl.C1(=CC=CC=C1)C=1C(NN=CC1)=O